ClC1=C2C[C@H](OC(C2=C(C(=C1)C(=O)N[C@@H](C(=O)O)CC1=CC=CC=C1)O)=O)C (2R)-2-[[(3R)-5-chloro-8-hydroxy-3-methyl-1-oxo-3,4-dihydroisochromene-7-carbonyl]amino]-3-phenylpropionic acid